OC1=CC=C(C=2C(C3=CC=CC=C3C(C12)=O)=O)O 1,4-dihydroxyl-anthraquinone